C(C)N1CCC(CC1)COC1=C(C=C2C(=NC=NC2=C1)C1=CC=C(C=C1)C(C(=O)N)C1=CC=C(C=C1)C(F)(F)F)OC (4-(7-((1-ethylpiperidin-4-yl)methoxy)-6-methoxyquinazolin-4-yl)phenyl)-2-(4-(trifluoromethyl)phenyl)acetamide